BrC1=C(C(=O)OC)C=CC(=C1)N1CCC(CC1)CN1[C@@H](COCC1)C1=C(C=CC=C1)C(C)C methyl 2-bromo-4-(4-{[(3R)-3-(2-isopropylphenyl)morpholin-4-yl]methyl}piperidin-1-yl)benzoate